CC1=CC=CC(=N1)C1=NC=CC(=N1)NC1=NC(=NC=C1)NC1=CC=C(C=C1)N1CCC(CC1)C(=O)OC methyl 1-[4-[[4-[[2-(6-methyl-2-pyridyl)pyrimidin-4-yl]amino]pyrimidin-2-yl]amino]phenyl]piperidine-4-carboxylate